tert-butyl-([[(2S)-1-(3,5-dibromophenoxy)prop-2-yl]oxy])dimethylsilane C(C)(C)(C)[Si](C)(C)O[C@H](COC1=CC(=CC(=C1)Br)Br)C